1-pentyl-3-vinylimidazolium tetrafluoroborate F[B-](F)(F)F.C(CCCC)N1C=[N+](C=C1)C=C